ClC=1C=C(O[C@H]2CCN3N=C(N=C32)NC3[C@H]2CN(C[C@@H]3CC2)C2=NC=NC(=C2)C)C=C(C1)Cl (S)-7-(3,5-dichlorophenoxy)-N-((1R,5S,8S)-3-(6-methylpyrimidin-4-yl)-3-azabicyclo[3.2.1]oct-8-yl)-6,7-dihydro-5H-pyrrolo[1,2-b][1,2,4]triazol-2-amine